4-[6-(4-piperazin-1-yl-phenyl)-pyrazolo[1,5-a]pyrimidin-3-yl]-quinoline hydrochloride Cl.N1(CCNCC1)C1=CC=C(C=C1)C=1C=NC=2N(C1)N=CC2C2=CC=NC1=CC=CC=C21